1,1,1-Tris-(hydroxymethyl)ethane OCC(C)(CO)CO